(3-(1H-tetrazol-5-yl)propyl)-2-(5-cyclopropyl-7-hydroxy-3,3-dimethyl-2-oxoindolin-1-yl)acetamide N1N=NN=C1CCCC(C(=O)N)N1C(C(C2=CC(=CC(=C12)O)C1CC1)(C)C)=O